[N+](=O)([O-])C([N+](=O)[O-])=C1NC(C(N1)=O)=O (dinitromethylene)-4,5-imidazolidinedione